2-methyl-4-(2-methyl-sulfonyl-5-propylpyrimidin-4-yl)isoquinolin-1-one CN1C(C2=CC=CC=C2C(=C1)C1=NC(=NC=C1CCC)S(=O)(=O)C)=O